4-(9-Benzyl-6-chloro-9H-purin-8-yl)phenol C(C1=CC=CC=C1)N1C2=NC=NC(=C2N=C1C1=CC=C(C=C1)O)Cl